3-[(1-{[(3R,4R)-1-(3-acetylbenzoyl)-3-phenylpiperidin-4-yl]carbonyl}-4-hydroxypiperidin-4-yl)methyl]-7-methyl-3,7-dihydro-4H-pyrrolo[2,3-d]pyrimidin-4-one C(C)(=O)C=1C=C(C(=O)N2C[C@H]([C@@H](CC2)C(=O)N2CCC(CC2)(O)CN2C=NC3=C(C2=O)C=CN3C)C3=CC=CC=C3)C=CC1